O[C@H]1C[C@H]2[C@H]([C@H]([C@H]3[C@@H]4CC[C@H]([C@@H](CCC(=O)O)C)[C@]4(CC[C@@H]3[C@]2(CC1)C)C)O)CC 3α,7α-Dihydroxyl-6α-ethyl-5β-cholan-24-oic acid